N-(2-methyl-5-piperazin-1-yl-phenyl)-2-(3-methylpyrrolo[2,3-b]pyridin-1-yl)propanamide tert-butyl-((5-(cyanomethoxy)-1-(4-(trifluoromethyl)phenyl)-1H-indazol-3-yl)methyl)carbamate C(C)(C)(C)N(C(O)=O)CC1=NN(C2=CC=C(C=C12)OCC#N)C1=CC=C(C=C1)C(F)(F)F.CC1=C(C=C(C=C1)N1CCNCC1)NC(C(C)N1C=C(C=2C1=NC=CC2)C)=O